2-(2,2-Difluoro-propyl)-5-[1-(2-fluoro-6-methyl-phenyl)-piperidin-4-yl]-4-methyl-7-(2-trifluoromethylbenzyl)-2,4,5,7-tetrahydro-pyrazolo[3,4-d]pyrimidin-6-one FC(CN1N=C2N(C(N(C(C2=C1)C)C1CCN(CC1)C1=C(C=CC=C1C)F)=O)CC1=C(C=CC=C1)C(F)(F)F)(C)F